3-glycidoxypropyl-silanetriol C(C1CO1)OCCC[Si](O)(O)O